3-(tripropoxysilyl)propyl-n-octyldimethyl-ammonium chloride [Cl-].C(CC)O[Si](CCC[N+](C)(C)CCCCCCCC)(OCCC)OCCC